5-iodo-1,2-dihydroacenaphthylene IC1=CC=C2CCC=3C=CC=C1C32